Cl.NC\C=C(\CN1N=NC2=C1C=C(C=C2C=2C=C(C=CC2OC)S(=O)(=O)N(CC)CC)C(=O)N2CCCC2)/F (Z)-3-(1-(4-amino-2-fluorobut-2-en-1-yl)-6-(pyrrolidine-1-carbonyl)-1H-benzo[d][1,2,3]triazol-4-yl)-N,N-diethyl-4-methoxybenzenesulfonamide hydrochloride